1-cyclopropyl-N2,N2-dimethylethane-1,2-diamine dihydrochloride Cl.Cl.C1(CC1)C(CN(C)C)N